2-(((trans-4-aminocyclohexyl)thio)methyl)-8-methylquinazolin-4(3H)-one N[C@@H]1CC[C@H](CC1)SCC1=NC2=C(C=CC=C2C(N1)=O)C